Cl.NCCCC(=O)NC=1N=C(SC1)C1=CC(=C(C=C1)Cl)Cl 4-amino-N-(2-(3,4-dichlorophenyl)thiazol-4-yl)butanamide hydrochloride